C(C)(C)(C)OC(=O)N1CCN(CC1)C1CCCC2=CC(=CC=C12)C(=O)OC 4-(6-(methoxycarbonyl)-1,2,3,4-tetrahydronaphthalen-1-yl)piperazine-1-carboxylic acid tert-butyl ester